[Mn].ClC1=NC(=NC(=C1F)OC)C1=NN(C(=C1)C1=NOC=C1)CC1=C(C=CC=C1)F 3-(3-(4-chloro-5-fluoro-6-methoxypyrimidin-2-yl)-1-(2-Fluorobenzyl)-1H-pyrazol-5-yl)isoxazole manganese